(R)-N-(sec-butyl)-2-(3-(6-(difluoromethoxy)pyridin-3-yl)-6-oxopyridazin-1(6H)-yl)acetamide [C@@H](C)(CC)NC(CN1N=C(C=CC1=O)C=1C=NC(=CC1)OC(F)F)=O